N[C@H]1CN(CC1)C1=C2C=NN(C2=CC=C1C=1C(=NN(C(C1)=O)C1=C(C=CC=C1F)F)C(=O)N)C(C)C [4-[(3R)-3-Aminopyrrolidin-1-yl]-1-isopropyl-indazol-5-yl]-1-(2,6-difluorophenyl)-6-oxo-pyridazine-3-carboxamide